Cl.CN(CCCOC1=NC=C(C=C1NS(=O)(=O)C1=CC=C(C=C1)F)C1=CC=2C3=C(C=NC2C=C1)N(C(C31CCC1)=O)C)C N-(2-(3-(Dimethylamino)propoxy)-5-(3'-methyl-2'-oxo-2',3'-dihydrospiro[cyclobutane-1,1'-pyrrolo[2,3-c]quinolin]-8'-yl)pyridin-3-yl)-4-fluorobenzenesulfonamide hydrochloride